5-(6-((5-methoxy-7-methyl-1H-indol-4-yl)methyl)-6-azaspiro[2.5]octan-5-yl)-6-(methylamino)picolinic acid COC=1C(=C2C=CNC2=C(C1)C)CN1C(CC2(CC2)CC1)C=1C=CC(=NC1NC)C(=O)O